C1=CC=CC=2C3=CC=CC=C3C(C12)COC(=O)NC(C(=O)O)CC1=CC=C(C=C1)C(=O)OC(C)(C)C 2-((((9H-fluoren-9-yl)methoxy)carbonyl)amino)-3-(4-(tert-butoxycarbonyl)phenyl)propanoic acid